2-(3-(azetidin-1-yl)propyl)-7-bromo-1-methyl-1H-imidazo[4,5-d]thieno[3,2-b]pyridin-4-amine N1(CCC1)CCCC1=NC=2C(=C3C(=NC2N)C=C(S3)Br)N1C